5-(4-fluorophenyl)-2-oxopyrrolidine-3-carboxylic acid FC1=CC=C(C=C1)C1CC(C(N1)=O)C(=O)O